ClC=1C(=C(C=CC1)N(C(OCC)=O)C1=NC=NC2=CC3=C(C=C12)OCCO3)F Ethyl (3-chloro-2-fluorophenyl)7,8-dihydro[1,4]dioxino[2,3-g]quinazolin-4-ylcarbamate